The molecule is an organic cation obtained by protonation of the tertiary amino function of neopikromycin; major species at pH 7.3. It has a role as a bacterial metabolite. It is an ammonium ion derivative and an organic cation. It is a conjugate acid of a neopikromycin. C[C@H]1C[C@H](C(=O)/C=C/[C@H]([C@H](OC(=O)[C@@H](C(=O)[C@@H]([C@H]1O[C@H]2[C@@H]([C@H](C[C@H](O2)C)[NH+](C)C)O)C)C)[C@@H](C)O)C)C